CN1C(C2(CC2)OC2=C1C=C(C=C2C=2C1=C(C(N(C2)C)=O)NC=C1)S(=O)(=O)C)=O 4-methyl-8-(6-methyl-7-oxo-6,7-dihydro-1H-pyrrolo[2,3-c]pyridin-4-yl)-6-(methylsulfonyl)spiro(1,4-benzoxazine-2,1'-cyclopropan)-3(4H)-one